(R)-1-(6-(azetidin-1-yl)pyridin-3-yl)-6-chloro-7-(2-(((1-methyl-1H-imidazol-2-yl)oxy)methyl)pyrrolidin-1-yl)-4-oxo-1,4-dihydroquinoline-3-carboxylic acid N1(CCC1)C1=CC=C(C=N1)N1C=C(C(C2=CC(=C(C=C12)N1[C@H](CCC1)COC=1N(C=CN1)C)Cl)=O)C(=O)O